C(C)(=O)N1C[C@@H](C=2C3=C(C(NC2C1)=O)C=C(C(=C3)F)F)N(C(=O)NC3=CC(=C(C=C3)F)C#N)C (R)-1-(3-acetyl-8,9-difluoro-6-oxo-1,2,3,4,5,6-hexahydrobenzo[c][1,7]naphthyridin-1-yl)-3-(3-cyano-4-fluorophenyl)-1-methylurea